C(C)(C)(C)OC(=O)N1CC(C1)N1N=NC2=C1C=C1C(=C2F)CC(C1)C(=O)OC methyl 3-(1-tert-butoxycarbonylazetidin-3-yl)-8-fluoro-6,7-dihydro-5H-cyclopenta[f]benzotriazole-6-carboxylate